N[C@H](C(=O)NC1=CC=C(C=C1)C=1N(C=NC1C)C)C1CCCCCC1 (2S)-2-amino-2-cycloheptyl-N-[4-(3,5-dimethylimidazol-4-yl)-phenyl]acetamide